FC(C(=O)O)(Cl)F difluorochloroacetic acid